2-methyl-6-(1,4-oxazepan-4-yl)quinazolin CC1=NC2=CC=C(C=C2C=N1)N1CCOCCC1